CC=1N=C(C2=C(N1)C=NC(=C2)P2(CCN(CC2)C(=O)C2(CC2)C#N)=O)N[C@H](C)C2=C(C(=CC=C2)C(F)(F)F)C 1-{4-[2-methyl-4-({(1R)-1-[2-methyl-3-(trifluoromethyl)phenyl]ethyl}amino)pyrido[3,4-d]pyrimidin-6-yl]-4-oxo-1,4lambda5-azaphosphinane-1-carbonyl}cyclopropane-1-carbonitrile